CC1=CC=C(C=C1)S(=O)(=O)OCP(O)(O)=O p-toluenesulfonyloxymethyl-phosphonic acid